3-(5'-bromo-2'-carboxyanilino)-4-hydroxybenzoic acid ethyl ester C(C)OC(C1=CC(=C(C=C1)O)NC1=C(C=CC(=C1)Br)C(=O)O)=O